S1N=CC=N1 [1,2,5]thiadiazole